5-ethyl-2,5-dihydro-2-(3-pyridinyl)-6-(trifluoromethyl)-4H-pyrazolo[3,4-d]pyrimidin-4-one C(C)N1C(=NC=2C(C1=O)=CN(N2)C=2C=NC=CC2)C(F)(F)F